2-(4'-Fluoro-2'-(4-methyl-4H-1,2,4-triazol-3-yl)-[1,1'-biphenyl]-3-yl)imidazo[1,2-a]pyridine-7-carbaldehyde FC1=CC(=C(C=C1)C1=CC(=CC=C1)C=1N=C2N(C=CC(=C2)C=O)C1)C1=NN=CN1C